N-(1-(6,7-Difluoro-4-oxo-3,4-dihydrophthalazin-1-yl)ethyl)-3-(difluoromethyl)-4-fluoro-N-methylbenzamide FC=1C=C2C(NN=C(C2=CC1F)C(C)N(C(C1=CC(=C(C=C1)F)C(F)F)=O)C)=O